C(C)OC1=CC=C(C=C1)C1=NOCO1 3-(4-ethoxyphenyl)-1,4,2-dioxazole